(S)-5-amino-5-phenylpentanenitrile N[C@@H](CCCC#N)C1=CC=CC=C1